(E)-2,6-di-t-butyl-4-(4-(dimethylamino)styryl)pyrylium trifluoromethanesulfonate FC(S(=O)(=O)[O-])(F)F.C(C)(C)(C)C1=[O+]C(=CC(=C1)\C=C\C1=CC=C(C=C1)N(C)C)C(C)(C)C